N1NCC1 azazetidine